1-(3-(methylthio)butan-2-yl)-5-methyl-1H-pyrazole-4-carboxylic acid chloride CSC(C(C)N1N=CC(=C1C)C(=O)Cl)C